N1=C(C=CC=C1)C1=NC=CC=C1.[Os] Osmium Bipyridine